Perfluoro-3,6-dioxaoctane-1,8-dioic acid FC(C(=O)O)(OC(C(OC(C(=O)O)(F)F)(F)F)(F)F)F